1,3-dioxolan-2-methanol O1C(OCC1)CO